C(C)C=1C=C(CN2CCN(CC2)CC2=CC(=C(OC(C(=O)OCC)(C)C)C(=C2)C)C)C=CC1C(F)(F)F Ethyl 2-(4-((4-(3-ethyl-4-(trifluoromethyl)benzyl)piperazin-1-yl)methyl)-2,6-dimethylphenoxy)-2-methylpropanoate